NC=1C2=C(N=CN1)C=NC(=N2)C=2C=C(C=CC2)C#C[C@]2(C(N(CC2)C)=O)O (R)-3-[2-[3-(4-Aminopyrimido[5,4-d]pyrimidin-6-yl)phenyl]ethynyl]-3-hydroxy-1-methylpyrrolidin-2-on